ethyl 3-(2-methyl-5-((4-methylthiazol-5-yl)methoxy)-2H-indazole-3-carboxamido)-2-oxopyrrolidine-3-carboxylate CN1N=C2C=CC(=CC2=C1C(=O)NC1(C(NCC1)=O)C(=O)OCC)OCC1=C(N=CS1)C